[Cl-].C(CC)[NH+](CC)CC propyl-N,N-diethyl-ammonium chloride